[Zn].[Cu].OC1=NC=CC=C1 hydroxyl-pyridine copper zinc